N-[3-(4-fluorophenyl)-1-(2-methoxyethyl)-4-methyl-1H-pyrazol-5-yl]-6-(4-methoxy-3,5-dimethyl-1H-pyrazol-1-yl)pyrimidin-4-amine FC1=CC=C(C=C1)C1=NN(C(=C1C)NC1=NC=NC(=C1)N1N=C(C(=C1C)OC)C)CCOC